4,4'-bis[2-[4-(N,N-diphenylamino)phenyl]-vinyl]biphenyl C1(=CC=CC=C1)N(C1=CC=CC=C1)C1=CC=C(C=C1)C=CC1=CC=C(C=C1)C1=CC=C(C=C1)C=CC1=CC=C(C=C1)N(C1=CC=CC=C1)C1=CC=CC=C1